PYRROLINON N1C=CC(C1)=O